C(C)C1=C(SC2=C1C(NCC21CCCCC1)=O)C1=NC(=NC=C1F)NC1=NC=C(C=C1)N1CC2(C1)CN(C2)CC Ethyl-2'-(2-((5-(6-ethyl-2,6-diazaspiro[3.3]hept-2-yl)pyridin-2-yl)amino)-5-fluoropyrimidin-4-yl)-5',6'-dihydro-4'H-spiro[cyclohexane-1,7'-thieno[3,2-c]pyridin]-4'-one